FC1=C(C=CC=C1)N1N=C(C=C1I)O 1-(2-Fluorophenyl)-5-iodo-1H-pyrazol-3-ol